(2-hydroxy-3-methoxybenzylidene)benzoyl-hydrazine OC1=C(C=NNC(C2=CC=CC=C2)=O)C=CC=C1OC